C(C)(=O)OC1=C(C=CC=C1)OC(C)=O 2-phenylene diacetate